F[C@H]1CNC(OCCN2N=CC(C3=NNC4=CC=C(OC1)C=C34)=N2)=O (12S)-12-fluoro-8,14-dioxa-4,5,10,19,20,23-hexaazatetracyclo[13.5.2.12,5.018,21]tricosa-1(20),2(23),3,15,17,21-hexaen-9-one